2,2-bis(4-hydroxy-3-methylphenyl)octane OC1=C(C=C(C=C1)C(C)(CCCCCC)C1=CC(=C(C=C1)O)C)C